CN(CCCN1C(=NC2=C1C=CC=C2)NC(=O)C=2C=CC=1C=C3N(C1C2)[C@@H](CCNC3=O)C)C (5R)-N-[1-[3-(dimethylamino)propyl]benzimidazol-2-yl]-5-methyl-1-oxo-2,3,4,5-tetrahydro-[1,4]diazepino[1,2-a]indole-8-carboxamide